C(#N)C1=CC(=C(C=C1)OB(O)O)C 4-cyano-2-methylphenyl-boric acid